C(CCCCC)C1=C(C2(CCC(C2C1)N)C(=C)C1=CC=CC=C1)C1=CC=CC=C1 5-hexyl-4-phenyl-3a-(1-phenylvinyl)-1,2,3,3a,6,6a-hexahydropentalen-1-amine